C(C)(=O)N[C@H]1CCC2=C(C3=CC=C(C(C=C13)=O)C(=O)NC)C(=C(C(=C2)O)O)OC (S)-7-acetamido-2,3-dihydroxy-1-methoxy-N-methyl-9-oxo-5,6,7,9-tetrahydrobenzo[a]heptalene-10-carboxamide